2,4-dichloro-5-iodopyridine ClC1=NC=C(C(=C1)Cl)I